C1(CCCCC1)N1N=C(C(=C1)N1N=NC(=C1)N1C=CC=2C1=NC=C(C2)C(=O)N)C(F)F 1-(1-(1-cyclohexyl-3-(difluoromethyl)-1H-pyrazol-4-yl)-1H-1,2,3-triazol-4-yl)-1H-pyrrolo[2,3-b]pyridine-5-formamide